4-((6-cyclopropylimidazo[1,2-a]pyridin-2-yl)methoxy)-2-nitrobenzenesulfonamide C1(CC1)C=1C=CC=2N(C1)C=C(N2)COC2=CC(=C(C=C2)S(=O)(=O)N)[N+](=O)[O-]